4-(1-cyclohexyl-1H-benzo[d]imidazol-2-yl)aniline C1(CCCCC1)N1C(=NC2=C1C=CC=C2)C2=CC=C(N)C=C2